3-nitro-benzoic acid ethyl ester hydrochloride Cl.C(C)OC(C1=CC(=CC=C1)[N+](=O)[O-])=O